BrC1=CC(=C(C=C1)C=1C=C(C(=C(C1)F)F)F)F 5-(4-bromo-2-fluorophenyl)-1,2,3-trifluoro-benzene